7-[4-(2,6-dibenzyloxy-3-pyridyl)-3-fluoro-phenyl]-2-(dimethoxymethyl)-7-azaspiro[3.5]nonane C(C1=CC=CC=C1)OC1=NC(=CC=C1C1=C(C=C(C=C1)N1CCC2(CC(C2)C(OC)OC)CC1)F)OCC1=CC=CC=C1